BrC=1C(=NN(C1)CC(=O)O)C#N 2-(4-bromo-3-cyanopyrazol-1-yl)acetic acid